NC(CCN)N 3,3-Diaminopropylamine